C(C)N(C1=CC=C(C=C1)C(C)=O)CC 4'-(diethylamino)acetophenone